1-(4-(aminomethyl)-1-oxo-1,2-dihydrophthalazin-6-yl)-N-((6-methyl-5-phenylpyridin-2-yl)methyl)-N-(5,6,7,8-tetrahydroquinolin-8-yl)cyclopropane-1-carboxamide NCC1=NNC(C2=CC=C(C=C12)C1(CC1)C(=O)N(C1CCCC=2C=CC=NC12)CC1=NC(=C(C=C1)C1=CC=CC=C1)C)=O